5-(4-((4'-chloro-[1,1'-biphenyl]-2-yl)methyl)piperazine-1-carbonyl)-2-(2,6-dioxopiperidine-3-yl)isoindoline-1,3-dione ClC1=CC=C(C=C1)C1=C(C=CC=C1)CN1CCN(CC1)C(=O)C=1C=C2C(N(C(C2=CC1)=O)C1C(NC(CC1)=O)=O)=O